OC(C(=O)[O-])CC 2-hydroxy-butyrat